S1C=CC2=C1C(=CC=C2)C=2C(=NC(=CC2)N)N 3-(benzothiophen-7-yl)pyridine-2,6-diamine